COCOC=1C(=NC=C(C1C)C(=C)C1=CC=CC=C1)C(=O)NCC(=O)OCC ethyl (3-(methoxymethoxy)-4-methyl-5-(1-phenylvinyl)picolinoyl)glycinate